COC1=C(C(=O)C2=CC=CC=C2)C=CC(C1)(OC)O 2-methoxy-4-hydroxy-4-methoxybenzophenone